2-[4-[1-(4-Fluorophenyl)benzimidazole-5-carbonyl]piperazin-1-yl]-3H-quinazolin-4-one FC1=CC=C(C=C1)N1C=NC2=C1C=CC(=C2)C(=O)N2CCN(CC2)C2=NC1=CC=CC=C1C(N2)=O